FC1=CC=C(OC[C@@H]2N(C3CC([C@H]2C)C3)C(=O)C=3N=C(SC3C3=NC=CC=C3)C)C=C1 (3R,4R)-3-[(4-Fluorophenoxy)methyl]-4-methyl-2-[2-methyl-5-(pyridin-2-yl)-1,3-thiazol-4-carbonyl]-2-azabicyclo[3.1.1]heptan